C(C)OC(CCCC[C@@H](CCCl)O)=O (S)-8-chloro-6-hydroxyoctanoic acid ethyl ester